COC1=CC=C(OCC(=O)N(C2=NNC=C2)CCSC)C=C1 2-(4-methoxyphenoxy)-N-(2-methylsulfanylethyl)-N-(1H-pyrazol-3-yl)acetamide